C(C)(C)(C)OC(=O)N1C[C@@H](CC1)N(C1=NC(=C(C(=O)OC)C(=C1)C)C)C methyl (R)-6-((1-(tert-butoxycarbonyl)pyrrolidin-3-yl)(methyl)amino)-2,4-dimethylnicotinate